Cl.Cl.Cl.FC1=C2C=C(N=NC2=CC(=C1)C=1C=C(C=2N(N1)C=C(N2)C)C#N)C2CCN(CC2)CCO 6-{5-Fluoro-3-[1-(2-hydroxyethyl)piperidin-4-yl]cinnolin-7-yl}-2-methylimidazo[1,2-b]pyridazine-8-carbonitrile tri-hydrochloride